N-(4-((1-METHYLCYCLOPROPYL)CARBAMOYL)PHENYL)-3-(PYRIDIN-2-YLETHYNYL)BENZAMIDE CC1(CC1)NC(=O)C1=CC=C(C=C1)NC(C1=CC(=CC=C1)C#CC1=NC=CC=C1)=O